COC1C=NC=C(C1=O)OC 3,5-dimethoxypyridin-4-one